NC1=NC2=CC(=CC=C2C=C1C1=CN(C2=CC=CC=C12)C)N1CCC(CC1)C#N 1-(2-Amino-3-(1-methyl-1H-indol-3-yl)quinolin-7-yl)piperidine-4-carbonitrile